ClC1=C(C=C(C(=C1)Br)Cl)O 2,5-dichloro-4-bromophenol